O=C1NC(CCC1N1C(C2=CC=CC(=C2C1=O)NCCCCCCCCNC(CN1CCN(CC1)C1=CC=C(C=C1)C1=NNC2=C1N=C(N=C2)C2=C(C=CC=C2OC)F)=O)=O)=O N-(8-((2-(2,6-Dioxopiperidin-3-yl)-1,3-dioxoisoindolin-4-yl)amino)octyl)-2-(4-(4-(5-(2-Fluoro-6-methoxyphenyl)-1H-pyrazolo[4,3-d]pyrimidin-3-yl)phenyl)piperazin-1-yl)acetamid